N-cyclopropyl-3-(3-(phenylsulfonamido)benzamido)benzamide C1(CC1)NC(C1=CC(=CC=C1)NC(C1=CC(=CC=C1)NS(=O)(=O)C1=CC=CC=C1)=O)=O